CN1C(CC(CC1(C)C)OC(CCCCCCCCC(=O)OC1CC(N(C(C1)(C)C)C)(C)C)=O)(C)C.OC1=CC=C(C=C1)/C=C/C(=O)C=1C=NC=CC1 (E)-3-(4-hydroxyphenyl)-1-(pyridin-3-yl)prop-2-en-1-one bis(1,2,2,6,6-pentamethylpiperidin-4-yl)sebacate